4-(3-chlorobenzyl)-2,5-dimethylaniline ClC=1C=C(CC2=CC(=C(N)C=C2C)C)C=CC1